1-((3R,4R,5R,6R)-4,5-dihydroxy-6-(hydroxymethyl)tetrahydro-2H-pyran-3-yl)pyrimidin-2(1H)-one O[C@@H]1[C@@H](CO[C@@H]([C@@H]1O)CO)N1C(N=CC=C1)=O